[2-(difluoromethoxy)-6-methoxy-4-[2-methyl-6-(1-methylpyrazol-4-yl)-4-(pyridin-4-ylmethoxy)indazol-3-yl]phenyl]-[3-hydroxy-3-(trifluoromethyl)azetidin-1-yl]methanone FC(OC1=C(C(=CC(=C1)C=1N(N=C2C=C(C=C(C12)OCC1=CC=NC=C1)C=1C=NN(C1)C)C)OC)C(=O)N1CC(C1)(C(F)(F)F)O)F